BrC=1C(=C2C(=NC1)N=C(N2)C2=C(N(C(=C2)C)C2=CC(=CC=C2)OCCN2CCOCC2)C)NC=2C=C(C=CC2)S(=O)(=O)N 3-((6-bromo-2-(2,5-dimethyl-1-(3-(2-morpholinoethoxy)phenyl)-1H-pyrrol-3-yl)-1H-imidazo[4,5-b]pyridin-7-yl)amino)benzenesulfonamide